6-bromo-4-fluorobenzaldehyde BrC1=CC(=CC=C1C=O)F